[4-(6-bromohexyloxy)]butylbenzene BrCCCCCCOCCCCC1=CC=CC=C1